C(#C)C1=CC=C(C=C1)NC(C(=C)C1=CC=CC=C1)=O N-(4-ethynylphenyl)-2-phenyl-acrylamide